tert-butyl (1-(2-(4-(4-(2,6-dioxopiperidin-3-yl)phenyl)piperazin-1-yl)ethyl)piperidin-4-yl)carbamate O=C1NC(CCC1C1=CC=C(C=C1)N1CCN(CC1)CCN1CCC(CC1)NC(OC(C)(C)C)=O)=O